1-(2,2-difluoropropyl)-N-(6-(1-methyl-1H-pyrazol-4-yl)isoquinolin-3-yl)piperidine-4-carboxamide FC(CN1CCC(CC1)C(=O)NC=1N=CC2=CC=C(C=C2C1)C=1C=NN(C1)C)(C)F